1,2-dimethylpyrrolidinium triflate [O-]S(=O)(=O)C(F)(F)F.C[NH+]1C(CCC1)C